6-((7-nitrobenzo[c][1,2,5]oxadiazol-4-yl)amino)hexan-1-one [N+](=O)([O-])C1=CC=C(C=2C1=NON2)NCCCCCC=O